NC1=C2C(N(C(C2=C(C=C1)O)=O)C1C(N(C(CC1)=O)CCOC)=O)=O 4-amino-7-hydroxy-2-(1-(2-methoxyethyl)-2,6-dioxopiperidin-3-yl)isoindolin-1,3-dione